5-ethyl-1-phenyl-1H-[1,2,3]triazole-4-carboxylic acid C(C)C1=C(N=NN1C1=CC=CC=C1)C(=O)O